7-((2-((4-((1R,5S)-3,8-diazabicyclo[3.2.1]octan-8-yl)-2-(difluoromethoxy)phenyl)amino)-5-chloropyrimidin-4-yl)amino)isoindolin [C@H]12CNC[C@H](CC1)N2C2=CC(=C(C=C2)NC2=NC=C(C(=N2)NC=2C=CC=C1CNCC21)Cl)OC(F)F